O[C@H]1[C@@H](O[C@H]([C@H]1O)COS(N)(=O)=O)N1C2=NC=NC(=C2N=C1)NC(=O)N[C@@H](CCC(=O)O)C(=O)O |&1:4| ((9-((2R,3R,4S,SR)-3,4-dihydroxy-5-((sulfamoyloxy)methyl)tetrahydrofuran-2-yl)-9H-purin-6-yl)carbamoyl)-L-glutamic acid